Cl.CN1CCN(CC1)CC=1C=C2CNCC2=CC1 5-((4-methylpiperazin-1-yl)methyl)isoIndoline hydrochloride